COCOC=1C=C(C=C(C1C(C)C)OCOC)C#CC1=C(CO)C=CC=C1 2-({3,5-bis[(methoxymethyl)oxy]-4-isopropyl-phenyl}ethynyl)benzyl alcohol